ClC1=C(C=CC(=C1)Cl)C(C(C)NC(=O)C1C(=NN(C1)C)C(F)F)OC 1-methyl-3-difluoromethyl-4H-pyrazole-4-carboxylic acid [2-(2,4-dichloro-phenyl)-2-methoxy-1-methyl-ethyl]amide